azobis[2-methyl-N-(phenylmethyl)propionamidine] Dihydrochloride Cl.Cl.N(=NC(C(=N)NCC1=CC=CC=C1)(C)C)C(C(=N)NCC1=CC=CC=C1)(C)C